C(C)(C)(C)OC(=O)N1CCN(CC1)C(=O)C1=CC(=C(C=C1)C1=CC=C(C=C1)Cl)CN1CCN(CC1)C1=CC=C(C(=O)O)C=C1 4-(4-((4-(4-(Tert-butoxycarbonyl)piperazine-1-carbonyl)-4'-chloro-[1,1'-biphenyl]-2-yl)methyl)piperazin-1-yl)benzoic acid